C=C(C)[C@@H]1CCC=C(C1)CCC=O 3-[(5R)-(5-(prop-1-en-2-yl)cyclohex-1-en-1-yl)]Propionaldehyde